CS(=O)(=O)C=1C(=NC=CC1)NC1=C(N=NC(=C1)NC(=O)[C@@H]1[C@H](C1)C)C(=O)NC([2H])([2H])[2H] 4-[(3-methanesulfonylpyridin-2-yl)amino]-N-(2H3)methyl-6-[(1s,2s)-2-methylcyclopropanamido]pyridazine-3-carboxamide